1-(4-(ethoxycarbonyl)-2-nitrophenyl)-1H-pyrrole-2-carboxylic acid methyl ester COC(=O)C=1N(C=CC1)C1=C(C=C(C=C1)C(=O)OCC)[N+](=O)[O-]